NC=1C=CC2=C(OC[C@@H]3OCCN2C3)C1C#N (3R)-10-amino-2,3,5,6-tetrahydro-3,7-methanobenzo[e][1,4,7]dioxazonine-11-carbonitrile